tert-butyl {(2S)-1-amino-1-oxo-3-[(3S)-2-oxo(5,5-2H2)pyrrolidin-3-yl]propan-2-yl}carbamate NC([C@H](C[C@H]1C(NC(C1)([2H])[2H])=O)NC(OC(C)(C)C)=O)=O